C(CCCCC)C1=NC=CN1CCCC hexyl-3-butylimidazole